1-(2-chlorophenyl)cyclohexanol ClC1=C(C=CC=C1)C1(CCCCC1)O